1-isopropyl-4-(4,4,5,5-tetramethyl-1,3,2-Dioxaborolan-2-yl)-1H-pyrrolo[2,3-b]pyridine C(C)(C)N1C=CC=2C1=NC=CC2B2OC(C(O2)(C)C)(C)C